COCCOC(C(=O)O)CC (2-methoxyethoxy)butanoic acid